2-((7-Nitrobenzofuran-5-yl)-oxy)-5-(trifluoromethyl)-pyridine [N+](=O)([O-])C1=CC(=CC=2C=COC21)OC2=NC=C(C=C2)C(F)(F)F